1-chloro-2-(chloromethoxy)ethane ClCCOCCl